O=C1CC[C@H](N1)/C=C/C(=O)OCC ethyl (S,E)-3-(5-oxopyrrolidin-2-yl)acrylate